3-fluoro-4-isobutyl-2-(piperazin-1-yl)benzonitrile hydrochloride Cl.FC=1C(=C(C#N)C=CC1CC(C)C)N1CCNCC1